S1SC(CC1)CCC(=O)O 1,2-dithiolane-3-propionic acid